C(CCCCC)OCCOCCCCCC ethylene glycol di-n-hexyl ether